NC=1C=NC=C(C1C1=CC(=C(C(=O)NC=2C=NC(=C(C2)Cl)N2N=CC=N2)C=C1F)Cl)C#C 4-(3-amino-5-ethynylpyridin-4-yl)-2-chloro-N-(5-chloro-6-(2H-1,2,3-triazol-2-yl)pyridin-3-yl)-5-fluorobenzamide